CC=1C=C(OC1C)[I+]C=1OC(=C(C1)C)C bis(4,5-dimethyl-2-furyl)iodonium